FC1=CC2=C(N(CCO2)C(=O)C=2C=C(C3=C(N(C=N3)C=3C=CC(=NC3)NC(OC)=O)C2)C)C=C1 methyl N-[5-[6-(7-fluoro-2,3-dihydro-1,4-benzoxazine-4-carbonyl)-4-methyl-benzimidazol-1-yl]-2-pyridyl]carbamate